2,5-diethyl-3-(α-hydroxyisopropyl)furan C(C)C=1OC(=CC1C(C)(C)O)CC